2-[1-[2-[3-(4-morpholinopiperidine-1-carbonyl)anilino]-[1,2,4]triazolo[1,5-a]pyridin-8-yl]-3-[4-(trifluoromethyl)pyrazol-1-yl]azetidin-3-yl]acetonitrile O1CCN(CC1)C1CCN(CC1)C(=O)C=1C=C(NC2=NN3C(C(=CC=C3)N3CC(C3)(N3N=CC(=C3)C(F)(F)F)CC#N)=N2)C=CC1